CSCC[C@@H](C(=O)OCC)NC(=O)C1=CN=C(O1)C1=CC(=CC=C1)C1=CC(=NN1)C(NC(CC)CC)=O (S)-ethyl 4-(methylthio)-2-(2-(3-(3-(pentan-3-ylcarbamoyl)-1H-pyrazol-5-yl)phenyl)oxazole-5-carboxamido)butanoate